N-[(1R)-1-[3-(difluoromethyl)-2-fluorophenyl]ethyl]-5-(piperazin-1-yl)-1H-indazole-7-carboxamide FC(C=1C(=C(C=CC1)[C@@H](C)NC(=O)C=1C=C(C=C2C=NNC12)N1CCNCC1)F)F